1,1'-(Ethane-1,2-diyl)bis(2-(4-chloro-2-(2H-1,2,3-triazol-4-yl)phenyl)-4-methoxy-1H-benzo[d]imidazole-5-carboxamide) C(CN1C(=NC2=C1C=CC(=C2OC)C(=O)N)C2=C(C=C(C=C2)Cl)C2=NNN=C2)N2C(=NC1=C2C=CC(=C1OC)C(=O)N)C1=C(C=C(C=C1)Cl)C1=NNN=C1